FC(OC1=NC(=NN2C1=C(C=C2)C=2C=C1N=CC=NC1=CC2)N[C@H]2C(CN(CC2)C(C)=O)(F)F)F (R)-1-(4-((4-(difluoromethoxy)-5-(quinoxalin-6-yl)pyrrolo[2,1-f][1,2,4]triazin-2-yl)amino)-3,3-difluoropiperidin-1-yl)ethan-1-one